3-((2-amino-5-(methylcarbamoyl)phenyl)amino)-4,4-dimethylvaleric acid methyl ester COC(CC(C(C)(C)C)NC1=C(C=CC(=C1)C(NC)=O)N)=O